OC(C)(C)C=1C=CC(=C(C1)C=1C2=C(C(N(C1)C)=O)N(C=C2)S(=O)(=O)C2=CC=C(C=C2)C)OC2CC(C2)N(CCN2CCNCC2)C 4-[5-(1-hydroxy-1-methyl-ethyl)-2-[3-[methyl-(2-piperazin-1-ylethyl)amino]cyclobutoxy]phenyl]-6-methyl-1-(p-tolyl-sulfonyl)pyrrolo[2,3-c]pyridin-7-one